C(C(=C)C)(=O)O.C(C(=C)C)(=O)O.COC1=C(O)C=CC(=C1)C(C)(C)C1=CC=C(C=C1)O (methoxy)bisphenol A dimethacrylate